N1(CCCCC1)C1CCN(CC1)C(=O)N1CC2(CC(C2)NC(=O)NCC2=CC=C(C=C2)Cl)CC1 1-(6-([1,4'-Bipiperidine]-1'-carbonyl)-6-azaspiro[3.4]oct-2-yl)-3-(4-chlorobenzyl)urea